OC(C#CC=1C=NC2=CC=C(C=C2C1)C=O)(C)C 3-(3-hydroxy-3-methylbut-1-yn-1-yl)quinoline-6-carbaldehyde